(1-((4-(trifluoromethyl)piperidin-1-yl)methyl)cyclopropyl)methanol FC(C1CCN(CC1)CC1(CC1)CO)(F)F